CN1N=NC2=C1N(C=1C=CC(=CC21)S(=O)(=O)Cl)C2=CC=C(C=C2)C(F)(F)F 3-methyl-4-[4-(trifluoromethyl)phenyl]-3H,4H-[1,2,3]triazolo[4,5-b]indole-7-sulfonyl chloride